((1S,3R)-3-aminocyclopentyl)methanol hydrochloride Cl.N[C@H]1C[C@H](CC1)CO